BrC=1C=C(C=C(C1)C)N(C(=O)C1OC(C(C(C1OC)N1N=NC(=C1)C1=CC(=C(C(=C1)F)F)F)O)CO)[C@H]1[C@@H](CC1)O N-(3-bromo-5-methylphenyl)-5-hydroxy-N-((1R,2R)-2-hydroxycyclobutyl)-6-(hydroxymethyl)-3-methoxy-4-(4-(3,4,5-trifluorophenyl)-1H-1,2,3-triazol-1-yl)tetrahydro-2H-pyran-2-carboxamide